ClC1=CC=C(C=C1)C=1C=C(C(N(N1)C=1C=NN(C1)C)=O)C(=O)N[C@H](CO)C(=O)OC Methyl N-{[6-(4-chlorophenyl)-2-(1-methyl-1H-pyrazol-4-yl)-3-oxo-2,3-dihydropyridazine-4-yl]carbonyl}-D-serinate